FC(OC1=CC=CC=2C(N([C@H]3C=4N([C@@H](C21)C3)C3=C(N4)C=CC(=C3)C#CC3CN(C3)C(=O)OC(C)(C)C)C([2H])([2H])[2H])=O)F tert-butyl 3-(((7R,14R)-1-(difluoromethoxy)-6-(methyl-d3)-5-oxo-5,6,7,14-tetrahydro-7,14-methanobenzo[f]benzo[4,5]imidazo[1,2-a][1,4]diazocin-11-yl)ethynyl)azetidine-1-carboxylate